C1(CCC1)OC=1C2=C(N=C(N1)C1=CC(=C(C(=C1)F)N1CCC(CC1)CC(=O)O)F)CCC2 2-[1-[4-[4-(cyclobutoxy)-6,7-dihydro-5H-cyclopenta[d]pyrimidin-2-yl]-2,6-difluoro-phenyl]-4-piperidinyl]acetic acid